(R)-5-chloro-1-(3-cyclopropyl-1-methyl-1H-pyrazol-5-yl)-3-(3-methylmorpholino)pyrazin-2(1H)-one ClC=1N=C(C(N(C1)C1=CC(=NN1C)C1CC1)=O)N1[C@@H](COCC1)C